C(C)OC(C(\C=C(\SC#N)/C1=CC=C(C=C1)Br)(F)F)=O.NC=1C(=NN(C1N)CC)C1=CC=C(C=C1)OC 4,5-diamino-1-ethyl-3-(4'-methoxyphenyl)pyrazole (E)-ethyl-4-(4-bromophenyl)-2,2-difluoro-4-thiocyanobut-3-enoate